ClC1=C(NC=2NSC=3C2N=CC(C3)=NC(C(=O)O)(CO)C)C=CC=C1C1=CC3=C(OCCO3)C=C1 2-((3-(2-chloro-3-(1,4-benzodioxan-6-yl)anilino)isothiazolo[4,5-b]pyridin-6-ylidene)amino)-2-methyl-3-hydroxypropionic acid